ammonium glutaconate C(C=CCC(=O)[O-])(=O)[O-].[NH4+].[NH4+]